3,7-dihydroxychroman OC1COC2=CC(=CC=C2C1)O